(1R,2S,5S)-N-[cyano(phthalazin-1-yl)methyl]-3-[(2S)-3,3-dimethyl-2-(pyrimidin-5-ylamino)butanoyl]-6,6-dimethyl-3-azabicyclo[3.1.0]hexane-2-carboxamide C(#N)C(NC(=O)[C@@H]1[C@H]2C([C@H]2CN1C([C@H](C(C)(C)C)NC=1C=NC=NC1)=O)(C)C)C1=NN=CC2=CC=CC=C12